(S)-5-methoxy-4-((2-(4-(methoxycarbonyl)phenyl)-4-(pyrimidin-4-yl)piperidin-1-yl)methyl)-7-Methyl-1H-indole-1-carboxylic acid COC=1C(=C2C=CN(C2=C(C1)C)C(=O)O)CN1[C@@H](CC(CC1)C1=NC=NC=C1)C1=CC=C(C=C1)C(=O)OC